CC(C)NC(=O)C(=C)C N-isopropylmethacrylamide